tert-butyl (R)-2-((1-(2-(4,4-dimethylpiperidin-1-yl)-3-fluoro-7-methyl-4-oxo-4H-pyrido[1,2-a]pyrimidin-9-yl)ethyl)amino)benzoate CC1(CCN(CC1)C=1N=C2N(C(C1F)=O)C=C(C=C2[C@@H](C)NC2=C(C(=O)OC(C)(C)C)C=CC=C2)C)C